N-methyl-5-(4,4,5,5-tetramethyl-1,3,2-dioxaborolan-2-yl)nicotinamide CNC(C1=CN=CC(=C1)B1OC(C(O1)(C)C)(C)C)=O